2'-amino-2'-deoxy-adenosine triphosphate P(O)(=O)(OP(=O)(O)OP(=O)(O)O)OC[C@@H]1[C@H]([C@H]([C@@H](O1)N1C=NC=2C(N)=NC=NC12)N)O